C(C)(C)(C)N(C(O)=O)CCC1=CC(=CC=2C3=CC(=CC=C3N(C12)S(=O)(=O)C1=CC=C(C)C=C1)Cl)Br.C(C1=CC=CC=C1)NC=1C=C(C=2N(C3=CC=C(C=C3C2C1)Cl)S(=O)(=O)C1=CC=C(C)C=C1)CCNC(OC(C)(C)C)=O tert-Butyl (2-(3-(benzylamino)-6-chloro-9-tosyl-9H-carbazol-1-yl)ethyl)carbamate tert-Butyl-(2-(3-bromo-6-chloro-9-tosyl-9H-carbazol-1-yl)ethyl)carbamate